6-(Pentylimino)ethyl-2-acetylpyridin C(CCCC)N=CCC1=CC=CC(=N1)C(C)=O